1-(4-((6-(2-hydroxy-4-(1H-pyrazol-4-yl)phenyl)pyridazin-3-yl)(methyl)amino)-2,2,6,6-tetramethylpiperidin-1-yl)ethan-1-one OC1=C(C=CC(=C1)C=1C=NNC1)C1=CC=C(N=N1)N(C1CC(N(C(C1)(C)C)C(C)=O)(C)C)C